(S)-4-{[benzyl-(4-fluoro-3-methoxy-phenyl)-amino]-methyl}-4,5-dihydro-oxazol-2-ylamine C(C1=CC=CC=C1)N(C1=CC(=C(C=C1)F)OC)C[C@@H]1N=C(OC1)N